4-[2-[(3S)-3-hydroxy-3-methyl-pyrrolidin-1-yl]-6,7-dihydro-5H-cyclopenta[d]pyrimidin-4-yl]benzamide O[C@@]1(CN(CC1)C=1N=C(C2=C(N1)CCC2)C2=CC=C(C(=O)N)C=C2)C